tert-butyl 3-{[(3R)-1-(tert-butoxycarbonyl)piperidin-3-yl]methyl}-7-ethylindole-1-carboxylate C(C)(C)(C)OC(=O)N1C[C@H](CCC1)CC1=CN(C2=C(C=CC=C12)CC)C(=O)OC(C)(C)C